5-aminolysine NC(CC[C@H](N)C(=O)O)CN